C1(CC1)S(=O)(=O)C1CC(C1)N 3-(cyclopropylsulfonyl)cyclobutan-1-amine